BrC1=NN(C2=C1C(=NC=C2I)N(C(OC(C)(C)C)=O)C(=O)OC(C)(C)C)CC[C@@H](C)NC(=O)OC(C)(C)C tert-butyl N-[3-bromo-1-[(3R)-3-(tert-butoxycarbonylamino)butyl]-7-iodo-pyrazolo[4,3-c]pyridin-4-yl]-N-tert-butoxycarbonyl-carbamate